ClC1=C(C=C(OC=2C=CC(=C(C2)NC(=O)[C@H]2N(C(NC2)=O)C)OC)C=C1)F (S)-N-(5-(4-Chloro-3-fluorophenoxy)-2-methoxyphenyl)-3-methyl-2-oxo-imidazolidine-4-carboxamide